6-Bromo-3-cyclopropyl-5-methoxybenzo[d]oxazol-2(3H)-one BrC1=CC2=C(N(C(O2)=O)C2CC2)C=C1OC